[Cl-].C(CCC)C(CC(C)C)C=1N=C(NC1)C 1-butyl-3-methylbutyl-methylimidazole chloride salt